Br[Hg] bromomercury